6-(methanesulfonylmethyl)-N-{5H,6H,7H,8H-pyrido[3,4-d]pyrimidin-2-yl}pyridin-3-amine CS(=O)(=O)CC1=CC=C(C=N1)NC=1N=CC2=C(N1)CNCC2